2-amino-3-cyano-4-(3-fluorophenyl)-7-(dimethylamino)-4H-benzopyran NC=1OC2=C(C(C1C#N)C1=CC(=CC=C1)F)C=CC(=C2)N(C)C